ClC=1C=C(C=CC1)[C@H]1C[C@](C(N([C@@H]1C1=NC=C(C=C1)Cl)C(CC)CC)=O)(C)CC(=O)O 2-((3R,5R,6S)-5-(3-Chlorophenyl)-6-(5-chloropyridin-2-yl)-3-methyl-2-oxo-1-(pentan-3-yl)piperidin-3-yl)acetic Acid